C(#N)C1=CNC2=C(C=CC(=C12)C)NS(=O)(=O)C=1C=NN(C1)[C@@H]([C@H](C)O)C N-(3-Cyano-4-methyl-1H-indol-7-yl)-1-[(1R,2S)-2-hydroxy-1-methyl-propyl]pyrazol-4-sulfonamid